C(C=C)(=O)O.O(CC(C(CO)CO)O)CC(C(CO)CO)O 2'-[oxybis(methylene)]bis[2-(hydroxymethyl)-1,3-propanediol] 2-propenoate